C(C)OC(=O)C1=C(N=C(S1)NC1=NC(=CC(=N1)C1=CC=C(C=C1)NC(=O)C(F)(F)F)N1CCC(CC1)O)C 2-[4-(4-(trifluoromethylcarbonylamino)phenyl)-6-(4-hydroxypiperidin-1-yl)pyrimidin-2-ylamino]-4-methylthiazole-5-carboxylic acid ethyl ester